6-bromo-5-(4-chloro-2-fluorophenoxy)-1H-indazole BrC1=C(C=C2C=NNC2=C1)OC1=C(C=C(C=C1)Cl)F